3-fluoro-4-hydroxy-5-mercaptobenzoic acid methyl ester COC(C1=CC(=C(C(=C1)S)O)F)=O